2-{5-[1-(2-hydroxyethyl)-1H-benzimidazol-5-yl]-1H-1,2,4-triazol-1-yl}ethanol OCCN1C=NC2=C1C=CC(=C2)C2=NC=NN2CCO